4,8-bis[5-(2-ethylhexyl)-4-fluoro-2-thienyl]benzo[1,2-b:4,5-b']dithiophene C(C)C(CC1=C(C=C(S1)C1=C2C(SC=C2)=C(C2=C1SC=C2)C=2SC(=C(C2)F)CC(CCCC)CC)F)CCCC